C(C)(C)C=1C(=NNC1C=1C=C(C=2N(C1)N=CN2)OC)C=2SC(=C(N2)C)C2CCC(CC2)N2CCOCCC2 4-(4-(2-(4-isopropyl-5-(8-methoxy-[1,2,4]triazolo[1,5-a]pyridin-6-yl)-1H-pyrazol-3-yl)-4-methylthiazol-5-yl)cyclohexyl)-1,4-oxazepane